C(CC)OC1=C(C=CC=C1OCCC)C1=CC(=C(C(=C1)F)N1CCC(CC1)CC(=O)O)F 2-[1-[4-(2,3-dipropoxyphenyl)-2,6-difluoro-phenyl]-4-piperidinyl]acetic acid